2',4-dimethyl-6'-(1-methyltriazol-4-yl)-2-(trifluoromethyl)spiro[5H-thieno[2,3-c]pyran-7,4'-piperidin]-4-ol CC1NC(CC2(C1)OCC(C1=C2SC(=C1)C(F)(F)F)(O)C)C=1N=NN(C1)C